NC1=NC=CC=C1C1=NC=2C(=NC(=CC2)[C@H]2COCC2)N1C1=CC=C(CN2CCC(CC2)NC2=NC(=NC=C2)C#N)C=C1 (S)-4-((1-(4-(2-(2-aminopyridin-3-yl)-5-(tetrahydrofuran-3-yl)-3H-imidazo[4,5-b]pyridin-3-yl)benzyl)piperidin-4-yl)amino)pyrimidine-2-carbonitrile